ClC1=CC=C(C=C1)Cl 1,4-Di-chlorobenzol